(1S,2S)-1-hydroxy-2-[(5S)-5H-imidazo[4,3-a]isoindol-5-yl]-7-azaspiro[3.5]nonane-7-sulfonamide O[C@H]1[C@@H](CC12CCN(CC2)S(=O)(=O)N)[C@@H]2N1C(C3=CC=CC=C23)=CN=C1